5-ethynyl-6-fluoro-4-(8-fluoro-4-((1R,5S,8R)-8-fluoro-3-azabicyclo[3.2.1]octan-3-yl)-2-(((2R,7aS)-2-fluorotetrahydro-1H-pyrrolizin-7a(5H)-yl)methoxy)quinazolin-7-yl)naphthalen-2-ol C(#C)C1=C2C(=CC(=CC2=CC=C1F)O)C1=CC=C2C(=NC(=NC2=C1F)OC[C@]12CCCN2C[C@@H](C1)F)N1C[C@H]2CC[C@@H](C1)C2F